C(C)(C)(C)OC(=O)N1CCC(CC1)C1=NC(=CC=C1)OCC1=C(C=C(C=C1)C(=O)C1CCOCC1)F 4-(6-((2-fluoro-4-(tetrahydro-2H-pyran-4-carbonyl)benzyl)oxy)pyridin-2-yl)piperidine-1-carboxylic acid tert-butyl ester